4-Cyclopropyl-N-((5-(1-(5,5-difluoro-2-oxotetrahydropyrimidin-1(2H)-yl)-2-methoxyethyl)benzo[d]oxazol-2-yl)(4,4-difluorocyclohexyl)methyl)-1,2,5-oxadiazole-3-carboxamide C1(CC1)C=1C(=NON1)C(=O)NC(C1CCC(CC1)(F)F)C=1OC2=C(N1)C=C(C=C2)C(COC)N2C(NCC(C2)(F)F)=O